FC(F)(F)S(=O)(=O)[O-].[Sm+3].FC(F)(F)S(=O)(=O)[O-].FC(F)(F)S(=O)(=O)[O-] samarium trifluoromethyl-sulfonate